(1R,3S,5R)-N-(6-Bromo-3-vinylpyridin-2-yl)-5-((hex-5-en-1-yl(methyl)amino)methyl)-2-azabicyclo[3.1.0]hexane-3-carboxamide TFA Salt OC(=O)C(F)(F)F.BrC1=CC=C(C(=N1)NC(=O)[C@H]1N[C@@H]2C[C@@]2(C1)CN(C)CCCCC=C)C=C